2-oxoethyl 2-[(2S)-2-{[({4-[(2S)-2-[(2S)-2-amino-3-methylbutanamido]-5-(carbamoylamino)pentanamido]phenyl}methoxy)carbonyl]amino}-4-methylpentanamido]-2-methylpropanoate N[C@H](C(=O)N[C@H](C(=O)NC1=CC=C(C=C1)COC(=O)N[C@H](C(=O)NC(C(=O)OCC=O)(C)C)CC(C)C)CCCNC(N)=O)C(C)C